3-dimethylamino-1-(9-(2-ethylhexyl)-9H-carbazol-3-yl)prop-2-en-1-one CN(C=CC(=O)C=1C=CC=2N(C3=CC=CC=C3C2C1)CC(CCCC)CC)C